C1(CC1)C=1N=NN(C1)[C@H](C(=O)N1[C@@H](C[C@H](C1)O)C(=O)NC1C(NC2=NC=CC=C2C1)=O)C(C)(C)C (2S,4r)-1-[(2S)-2-(4-cyclopropyl-triazol-1-yl)-3,3-dimethyl-butyryl]-4-hydroxy-N-(2-oxo-3,4-dihydro-1H-1,8-naphthyridin-3-yl)pyrrolidine-2-carboxamide